COC=1C=CC(=C(C1)S(=O)(=O)NC)C 5-methoxy-N,2-dimethylbenzenesulfonamide